O=C1NC(CCC1N1C(C2=CC=C(C=C2C=N1)N1CCN(CC1)C(=O)OC(C)(C)C)=O)=O tert-Butyl 4-[2-(2,6-dioxopiperidin-3-yl)-1-oxo-1,2-dihydrophthalazin-6-yl]piperazine-1-carboxylate